(E)-3-(5-chloropyridin-2-yl)but-2-enenitrile ClC=1C=CC(=NC1)/C(=C/C#N)/C